FC=1C=C(OC2=C3C(C(C3=C(C=C2)I)=O)(F)F)C=C(C1)F 2-(3,5-difluorophenoxy)-8,8-difluoro-5-iodobicyclo[4.2.0]octa-1,3,5-triene-7-one